7-(6-(((1s,2s,3r,5r)-2-fluoro-1,5-dimethyl-9-azabicyclo[3.3.1]non-3-yl)oxy)pyridazin-3-yl)-6-hydroxy-1-methylquinolin-4(1H)-one F[C@H]1[C@@]2(CCC[C@](C[C@H]1OC1=CC=C(N=N1)C1=C(C=C3C(C=CN(C3=C1)C)=O)O)(N2)C)C